FC1=C(C=CC=C1)CN1N=C(N=C1)C(=O)N[C@@H]1C(N(C=2N(CC1)N=C(C2)CCOC)C)=O 1-[(2-Fluorophenyl)methyl]-N-[(6S)-2-(2-methoxyethyl)-4-methyl-5-oxo-7,8-dihydro-6H-pyrazolo[1,5-a][1,3]diazepin-6-yl]-1,2,4-triazol-3-carboxamid